C(C)(C)(C)OC1=CN=CC(=N1)NC1=C(C=NN1C)C1=CC=C(C=N1)C1=CC=C(C=C1)C1(CC1)C(=O)OC Methyl 1-[4-[6-[5-[(6-tert-butoxypyrazin-2-yl)amino]-1-methyl-pyrazol-4-yl]-3-pyridyl]phenyl]cyclopropanecarboxylate